5-amino-2-chloro-6-cyclohexyl-N-methylpyrimidine-4-carboxamide NC=1C(=NC(=NC1C1CCCCC1)Cl)C(=O)NC